COS(=O)(=O)C1=CC=C(C)C=C1.C1(CCCCC1)N=C=NCCN1CCOCC1 N-cyclohexyl-N'-(2-morpholinoethyl)-carbodiimide methyl-p-toluenesulfonate